CN1N=C(C2=CC=CC=C12)C1CCNCC1 1-methyl-3-piperidin-4-yl-1H-indazole